C(C)C(CC)C1=CC=CC=C1 (1-ethylpropyl)benzene